4,5-dibromofluorenone BrC=1C=CC(C2=CC3=CC=CC(=C3C12)Br)=O